O1[C@H](CC(=O)C=2C(O)=CC(O)=CC12)C1=CC=C(O)C=C1 (R)-naringenin